((2R,3S)-3-((tert-Butoxycarbonyl)amino)butan-2-yl)-1H-pyrrolo[2,3-b]pyridine-2,6-dicarboxylic acid diethyl ester C(C)OC(=O)C1=CC=2C(=NC(=CC2)C(=O)OCC)N1[C@H](C)[C@H](C)NC(=O)OC(C)(C)C